ClC1=C(C(=C(C=2C=NC(=NC12)NC1=CC=C2CCN(CC2=C1)C)N)F)C1=C(C2=C(OCCN2)N=C1)C 8-chloro-6-fluoro-7-(8-methyl-2,3-dihydro-1H-pyrido[2,3-b][1,4]oxazin-7-yl)-N~2~-(2-methyl-1,2,3,4-tetrahydroisoquinolin-7-yl)quinazoline-2,5-diamine